[2-(2-oxoethoxy)ethoxy]-3,4-dihydroisoquinoline-2(1H)-carboxylic acid tert-butyl ester C(C)(C)(C)OC(=O)N1C(C2=CC=CC=C2CC1)OCCOCC=O